7-(4-phenoxyphenyl)purin-8-one hydrochloride Cl.O(C1=CC=CC=C1)C1=CC=C(C=C1)N1C(NC2=NC=NC=C12)=O